9-(4,6-dichloro-1,3,5-triazin-2-yl)-9H-carbazole-1,2,3,4,5,6,7,8-d8 ClC1=NC(=NC(=N1)Cl)N1C2=C(C(=C(C(=C2C=2C(=C(C(=C(C12)[2H])[2H])[2H])[2H])[2H])[2H])[2H])[2H]